C1(CC1)C=1N=NN(C1)[C@H](C(=O)N1[C@@H](C[C@H](C1)O)C(=O)NC1CC2C(C2C1)(F)F)C(C)(C)C (2S,4R)-1-[(2S)-2-(4-cyclopropyltriazol-1-yl)-3,3-dimethyl-butanoyl]-N-(6,6-difluoro-3-bicyclo[3.1.0]hexanyl)-4-hydroxy-pyrrolidine-2-carboxamide